O=C(CCC(OC[N+]1(CCOCC1)C=1OC2=C(C(C1)=O)C=CC=C2C2=CC=CC=C2)=O)N[C@@H](CCCNC(N)=N)C(=O)NCC(=O)N[C@@H](CC(O)=O)C(=O)N[C@@H](CO)C(=O)O N2-[1,4-dioxo-4-[[4-(4-oxo-8-phenyl-4H-1-benzopyran-2-yl)morpholinium-4-yl]methoxy]butyl]-L-arginylglycyl-L-α-aspartyl-serine